BrC=1C=C(C=CC1)C1(CC1)C(=O)NC1=CC=C(C=C1)C1=CC2=C(N=CN=C2N2CCC(CC2)(F)F)N1COCC[Si](C)(C)C 1-(3-bromophenyl)-N-(4-(4-(4,4-difluoropiperidin-1-yl)-7-((2-(trimethylsilyl)ethoxy)methyl)-7H-pyrrolo[2,3-d]pyrimidin-6-yl)phenyl)cyclopropane-1-carboxamide